C(C)(C)(C)OC(=O)N1CC(N(CC1)C=1SC=C(N1)C=1C(=C2C(=NC1)N(C=C2I)C(=O)OC(C)(C)C)Cl)=O tert-butyl 5-(2-(4-(tert-butoxycarbonyl)-2-oxopiperazin-1-yl)thiazol-4-yl)-4-chloro-3-iodo-1H-pyrrolo[2,3-b]pyridine-1-carboxylate